2-Fluoro-1-(3-(1-methyl-4-(4-(trifluoromethoxy)phenyl)-1H-benzo[d]imidazol-6-yl)azetidin-1-yl)prop-2-en-1-one FC(C(=O)N1CC(C1)C=1C=C(C2=C(N(C=N2)C)C1)C1=CC=C(C=C1)OC(F)(F)F)=C